3,3-dimethyl-phenylsulfonyl-acetone CC1(CC(=CC=C1)S(=O)(=O)CC(C)=O)C